FC=1C=C(C(=O)N2CCC(CC2)C(=O)N2N=CCC2C2=CC=CC=C2)C=C(C1)F (1-(3,5-difluorobenzoyl)piperidin-4-yl)(5-phenyl-4,5-dihydro-1H-pyrazol-1-yl)methanone